(5-methoxy-6-(2-oxopyrrolidin-1-yl)pyridazin-3-yl)carbamic acid tert-butyl ester C(C)(C)(C)OC(NC=1N=NC(=C(C1)OC)N1C(CCC1)=O)=O